4-(2-(7-chloroimidazo[1,5-a]pyridin-1-yl)acetamido)-6-(((6-cyclopropylimidazo[1,2-a]pyridin-2-yl)methyl)amino)pyrimidine-2-carboxylic acid ClC1=CC=2N(C=C1)C=NC2CC(=O)NC2=NC(=NC(=C2)NCC=2N=C1N(C=C(C=C1)C1CC1)C2)C(=O)O